ClC=1C=C(C=CC1)C#CC1=C(C(=O)NCC(=O)N2C(CC(C2)(F)F)C#N)C=CN=C1 3-((3-chlorophenyl)ethynyl)-N-(2-(2-cyano-4,4-difluoropyrrolidin-1-yl)-2-oxoethyl)isonicotinamide